COC1=CC(=NN1C1=CC=C(C(=O)OC)C=C1)C(F)(F)F methyl 4-(5-methoxy-3-(trifluoromethyl)-1H-pyrazol-1-yl)benzoate